FC=1C=C(C=C(C1)F)CNC(=O)C=1C(=NC(=CC1C)N1CCOCC1)OC N-[(3,5-Difluoro-phenyl)-methyl]-2-methoxy-4-methyl-6-morpholin-4-yl-pyridine-3-carboxylic acid amide